N-cyclopentyl-7-morpholino-5-[(2E)-2-(m-tolylmethylene)hydrazino]oxazolo[5,4-d]pyrimidine-2-carboxamide C1(CCCC1)NC(=O)C=1OC=2N=C(N=C(C2N1)N1CCOCC1)N/N=C/C=1C=C(C=CC1)C